Tri-Thiole S1SSC=C1